N-cyclohexyl-2-Benzothiazolylsulfenamide C1CCC(CC1)NSC2=NC3=CC=CC=C3S2